C(C)(C)(C)OC(=O)N1N=C(C2=CC=C(C=C12)[C@@H]1C[C@@]12C(N(C1=CC=C(C=C21)OC)C(=O)OC(C)(C)C)=O)NC2=NC=NC(=C2Cl)N2CCOCC2 Tert-butyl (1R,2S)-2-(1-(tert-butoxycarbonyl)-3-((5-chloro-6-morpholinopyrimidin-4-yl)amino)-1H-indazol-6-yl)-5'-methoxy-2'-oxospiro[cyclopropane-1,3'-indoline]-1'-carboxylate